N-(3-Chloro-4-methoxyphenyl)-6-morpholin-4-yl-N1-phenyl-[1,3,5]triazine-2,4-diamine ClC=1C=C(C=CC1OC)NC1N(C(=NC(=N1)N)N1CCOCC1)C1=CC=CC=C1